ClC1=C(C=C(OCC(=O)NC23C(CC(CC2)CC3)(O)NC(CC3=NC=C(C=C3)C(F)(F)F)=O)C=C1)F 2-(4-chloro-3-fluorophenoxy)-N-(2-hydroxy-{2-[5-(trifluoromethyl)pyridin-2-yl]acetamido}bicyclo[2.2.2]octan-1-yl)acetamide